styrene-acrylonitrile methylacrylate COC(C=C)=O.C(=CC1=CC=CC=C1)C=CC#N